FC(S(=O)(=O)N1CCC2=NC=C(C=C21)C(=O)NCC2=NC=C1C=CC(=NC1=C2)C2=NC(=CC=C2)N2C[C@@H](O[C@@H](C2)C)C)F 1-((difluoromethyl)sulfonyl)-N-((2-(6-((2S,6R)-2,6-dimethylmorpholino)pyridin-2-yl)-1,6-naphthyridin-7-yl)methyl)-2,3-dihydro-1H-pyrrolo[3,2-b]pyridine-6-carboxamide